(2r,6r)-4-(7-cyanopyrazolo[1,5-a]pyridin-4-yl)-6-methyl-N-(4-piperidinyl)morpholine-2-carboxamide C(#N)C1=CC=C(C=2N1N=CC2)N2C[C@@H](O[C@@H](C2)C)C(=O)NC2CCNCC2